C(N)(=O)C1=[N+](C=CC(=C1)C1CN(CCO1)C(C(=O)NC1=NC=C(C=C1)OC1=C(C=C(C=C1)F)F)C)[O-] 2-carbamoyl-4-(4-(1-((5-(2,4-difluorophenoxy)pyridin-2-yl)amino)-1-oxopropan-2-yl)morpholin-2-yl)pyridine 1-oxide